FC1=CC(=C(C=C1)C1=C2C=NN(C2=CC(=C1)C1CN(C1)[C@H](C)C1CCC(CC1)NS(=O)(=O)CC)C)C(=O)N1[C@@H](COCC1)C N-[(1r,4r)-4-{1-[3-(4-{4-fluoro-2-[(3R)-3-methylmorpholine-4-carbonyl]phenyl}-1-methyl-1H-indazol-6-yl)azetidin-1-yl]ethyl}cyclohexyl]ethane-1-sulfonamide